NCCCN1CCN(CC1)C1=CC(=NC(=N1)C)NC=1SC(=CN1)C(=O)NC1=C(C=CC=C1C)Cl 2-((6-(4-(3-aminopropyl)piperazin-1-yl)-2-methylpyrimidin-4-yl)amino)-N-(2-chloro-6-methylphenyl)thiazole-5-carboxamide